3-[(1-methoxy-1-oxo-3-phenylpropan-2-yl)carbamoyl]-3-{[(4-nitrophenyl)aminothiocarbonyl]amino}propanoic acid COC(C(CC1=CC=CC=C1)NC(=O)C(CC(=O)O)NC(=S)NC1=CC=C(C=C1)[N+](=O)[O-])=O